C(#N)C=1C(=NC=CN1)C1=CC=C2C(=CN(C2=C1)CC(C)(C)C)[C@@H](C(F)F)NS(=O)(=O)C1CC1 (S)-N-(1-(6-(3-cyanopyrazin-2-yl)-1-neopentyl-1H-indol-3-yl)-2,2-difluoroethyl)cyclopropanesulfonamide